C(C1=CC=CC=C1)(=O)OC(CC=C)CCCCCCCCC=C tetradeca-1,13-dien-4-yl benzoate